C1(CC1)S(=O)(=O)N1N=CC(=C1)N 1-(cyclopropylsulfonyl)-1H-pyrazol-4-amine